C(C)OC(=O)C1=NN(C(=C1CCNC1(CC1)C(F)F)Cl)CC1=C(C=CC=C1F)F 5-chloro-1-(2,6-difluorobenzyl)-4-(2-((1-(difluoromethyl)cyclopropyl)amino)ethyl)-1H-pyrazole-3-carboxylic acid ethyl ester